C(C)(C)(C)[C@@H]1CC=2C=C3C(=NC2CC1)SC(=C3)C(=O)N[C@H](CC[NH+]3C(CCCC3)CO)C3=CC=C(C=C3)C3=CNC(C=C3)=O |r| rac-(6S)-6-tert-butyl-N-[rac-(1R)-3-[2-(hydroxymethyl)piperidin-1-ium-1-yl]-1-[4-(6-oxo-1H-pyridin-3-yl)phenyl]propyl]-5,6,7,8-tetrahydrothieno[2,3-b]quinoline-2-carboxamide